1-(1-benzylpyrrolidin-3-yl)-3-(4-(trifluoromethoxy)phenyl)urea C(C1=CC=CC=C1)N1CC(CC1)NC(=O)NC1=CC=C(C=C1)OC(F)(F)F